[Ba+2].C(C)C(C(=O)[O-])CCCC.C(C)C(C(=O)[O-])CCCC 2-Ethylhexanoic acid barium salt